FC1=C(C(=CC(=C1)C1=NC(=CC=C1)SC(C)C)F)N1CC(C1)CC(=O)O 2-[1-[2,6-difluoro-4-(6-isopropylthio-2-pyridinyl)phenyl]azetidin-3-yl]acetic acid